C(C=C)(=O)N1[C@H](CN(CC1)C1=NC(=NC=2C[C@@]3(CCC12)C(=C(C1=CC=CC=C13)F)F)OC[C@H]1N(CCC1)C)CC#N 2-((S)-1-acryloyl-4-((R)-2,3-difluoro-2'-(((S)-1-methylpyrrolidin-2-yl)methoxy)-5',8'-dihydro-6'H-spiro[indene-1,7'-quinazolin]-4'-yl)piperazin-2-yl)acetonitrile